4-[7-(2-chloro-phenyl)-4-cyano-3-hydroxy-quinolin-2-yl]-4-oxo-butyric acid ethyl ester C(C)OC(CCC(=O)C1=NC2=CC(=CC=C2C(=C1O)C#N)C1=C(C=CC=C1)Cl)=O